5-Bromo-6-(1-(3-chloropyridin-2-yl)-3-methoxy-1H-pyrazol-5-carboxamido)-N-(thietan-3-yl)pyrazolo[1,5-a]pyridin-7-carboxamid BrC1=CC=2N(C(=C1NC(=O)C1=CC(=NN1C1=NC=CC=C1Cl)OC)C(=O)NC1CSC1)N=CC2